CC1=C(C(=CC(=C1)C)C)S(=O)(=O)C=CC#N 3-[(2,4,6-trimethylphenyl)sulphonyl]-2-propenenitrile